5-Fluoro-2-methylbenzonitrile FC=1C=CC(=C(C#N)C1)C